p-methoxycinnamaldehyde COC1=CC=C(C=C1)/C=C/C=O